N-[4-(4-methylpiperazin-1-yl)phenyl]-6-propyl-8-(pyridin-3-yl)-6H-pyrimido[5,4-c][2,1]benzothiazin-2-amine 5,5-dioxide CN1CCN(CC1)C1=CC=C(C=C1)NC=1N=CC=2S(N(C3=C(C2N1)C=CC(=C3)C=3C=NC=CC3)CCC)(=O)=O